Indole-3-acetic acid Sodium salt [Na+].N1C=C(C2=CC=CC=C12)CC(=O)[O-]